6-methoxypyridineamide COC1=CC=CC(=N1)C(=O)N